C(CCCCCCCC)C=1[C@@H](C1)C(=O)O |r| (+-)-2-nonyl-2-cyclopropene-1-carboxylic acid